N-(4-(4-amino-7-cyano-3-(4-((4-(difluoromethyl)pyrimidin-2-yl)oxy)phenyl)-1-methyl-1H-pyrrolo[3,2-c]pyridin-2-yl)-3-chlorophenyl)acrylamide NC1=NC=C(C2=C1C(=C(N2C)C2=C(C=C(C=C2)NC(C=C)=O)Cl)C2=CC=C(C=C2)OC2=NC=CC(=N2)C(F)F)C#N